2-methyl-2H-1,2,3-triazole-4-sulfonyl Chloride CN1N=CC(=N1)S(=O)(=O)Cl